[4-(4-methylpiperazin-1-yl)phenyl]-3-(pyridin-3-yl)-1H-pyrrolo[2,3-b]pyridine CN1CCN(CC1)C1=CC=C(C=C1)N1C=C(C=2C1=NC=CC2)C=2C=NC=CC2